O=C(COC1=C(OC2=C1C=C(C=C2)C(F)(F)F)C(=O)O)C 3-(2-Oxopropoxy)-5-(trifluoromethyl)benzofuran-2-carboxylic acid